2,4,6-triethyl-triamino-1,3,5-triazine C(C)C1(N(C(=NC(N1N)CC)CC)N)N